(6,7-dichloro-1,3,4,5-tetrahydro-2H-pyrido[4,3-b]indol-2-yl)(pyrimidin-2-yl)methanone ClC1=C(C=CC=2C3=C(NC12)CCN(C3)C(=O)C3=NC=CC=N3)Cl